tert-Butyl 5-((tert-butoxycarbonyl)amino)-6-fluoro-3-phenyl-1H-indazole-1-carboxylate C(C)(C)(C)OC(=O)NC=1C=C2C(=NN(C2=CC1F)C(=O)OC(C)(C)C)C1=CC=CC=C1